(1-(difluoromethyl)-3-(2-((1-methanesulfonylpiperidin-4-yl)amino)quinazolin-8-yl)cyclobutyl)methanol FC(C1(CC(C1)C=1C=CC=C2C=NC(=NC12)NC1CCN(CC1)S(=O)(=O)C)CO)F